2-Amino-5-(trifluoromethoxy)benzonitrile NC1=C(C#N)C=C(C=C1)OC(F)(F)F